N-(2-methoxyphenyl)-8-(3,4-dimethoxystyryl)-9H-purin-6-amine COC1=C(C=CC=C1)NC1=C2N=C(NC2=NC=N1)C=CC1=CC(=C(C=C1)OC)OC